FC1=C(C#N)C=C(C(=C1)NC1=CC(=NN1CC1=CC=C(C=C1)OC)C)OC 2-fluoro-5-methoxy-4-({1-[(4-methoxyphenyl)methyl]-3-methyl-1H-pyrazol-5-yl}amino)benzonitrile